2-(4-(4-((2-(azepan-1-yl)-5-oxo-5,6-dihydropyrimido[4,5-d]pyridazin-4-yl)amino)phenyl)-1,4-diazepan-1-yl)acetic acid N1(CCCCCC1)C=1N=C(C2=C(C=NNC2=O)N1)NC1=CC=C(C=C1)N1CCN(CCC1)CC(=O)O